1-[3-acetyl-6-(4,4,5,5-tetramethyl-1,3,2-dioxaborolan-2-yl)pyridin-2-yl]-5-methylpyrazole-3-carbonitrile C(C)(=O)C=1C(=NC(=CC1)B1OC(C(O1)(C)C)(C)C)N1N=C(C=C1C)C#N